tert-Butyl 4-((2R,3R)-2-methyl-1-(6-(6-methyl-4-oxo-1-oxa-8-azaspiro[4.5]decan-8-yl)-2-(trifluoromethyl)pyrimidin-4-yl)azetidin-3-yl)piperazine-1-carboxylate C[C@H]1N(C[C@H]1N1CCN(CC1)C(=O)OC(C)(C)C)C1=NC(=NC(=C1)N1CC(C2(C(CCO2)=O)CC1)C)C(F)(F)F